(3R,5R)-3-butyl-3-ethyl-5-phenylmorpholin-2-one C(CCC)[C@]1(N[C@@H](COC1=O)C1=CC=CC=C1)CC